CC1=C(C(NC(=C1)C)=O)CNC(C1=C(C(=CC(=C1)C=1C=C2CCC(C2=CC1)N1CCOCC1)N(CC)C1CC(OCC1)C)C)=O N-((4,6-dimethyl-2-oxo-1,2-dihydropyridin-3-yl)methyl)-3-((2-methyltetrahydro-2H-pyran-4-yl)(ethyl)amino)-2-methyl-5-(1-morpholino-2,3-dihydro-1H-inden-5-yl)benzamide